The molecule is a member of the class of depsidones that is 11H-dibenzo[b,e][1,4]dioxepine substituted by hydroxy groups at positions 3 and 7, methyl groups at positions 1 and 9, a 3-methylbut-2-enoyl group at position 8, a formyl group at position 4 and an oxo group at position 11. Isolated from Chaetomium brasiliense, it exhibits antimalarial, antimycobacterial and cytotoxic activities. It has a role as a Chaetomium metabolite, an antimalarial, an antimycobacterial drug and an antineoplastic agent. It is a member of depsidones, an organic heterotricyclic compound, a polyphenol, an enone, an aldehyde and an aromatic ketone. CC1=CC(=O)/C(=C\\O)/C2=C1C(=O)OC3=C(/C(=C(/C=C(C)C)\\O)/C(=O)C=C3O2)C